FC(C(=O)NC=1N=CC2=CC=C(C=C2C1)C=1C=NN(C1)C)(C)C 2-fluoro-2-methyl-N-(6-(1-methyl-1H-pyrazol-4-yl)isoquinolin-3-yl)propanamide